C1(=CC=CC=C1)C1=NC(=NC(=C1)C1=CC=CC=C1)C1=C(C=C(C(=C1C1=CC=C(C=C1)N1C2=CC=CC=C2C=2C=C(C=CC12)C)C1=CC=C(C=C1)N1C2=CC=CC=C2C=2C=C(C=CC12)C)C1=CC=C(C=C1)N1C2=CC=CC=C2C=2C=C(C=CC12)C)N1C2=C(C=3C=CC=CC13)C=NC=C2 5'-(4,6-diphenylpyrimidin-2-yl)-4,4''-bis(3-methyl-9H-carbazol-9-yl)-6'-(4-(3-methyl-9H-carbazol-9-yl)phenyl)-4'-(5H-pyrido[4,3-b]indol-5-yl)-[1,1':2',1''-terphenyl]